FC1=C(C(=CC(=C1)OC)F)[C@H]1[C@@H](C(NC1)=O)NC(=O)NN N-((3s,4r)-4-(2,6-difluoro-4-methoxyphenyl)-2-oxopyrrolidin-3-yl)hydrazinecarboxamide